C(C)(C)(C)OC(=O)N1CC(C(CC1)N1CCN(CC1)C1=C(C=C(C=C1)[N+](=O)[O-])F)(F)F 3,3-difluoro-4-[4-(2-fluoro-4-nitro-phenyl)piperazin-1-yl]Piperidine-1-carboxylic acid tert-butyl ester